N-((3S,4S)-3-fluoro-1-methylpiperidin-4-yl)-6-(3-((2-methoxy-4-(methylsulfonyl)phenyl)amino)prop-1-yn-1-yl)-1-(2,2,2-trifluoroethyl)-1H-indol-4-amine F[C@H]1CN(CC[C@@H]1NC=1C=2C=CN(C2C=C(C1)C#CCNC1=C(C=C(C=C1)S(=O)(=O)C)OC)CC(F)(F)F)C